2-(2-((3R,4R)-3-Amino-4-fluoropiperidin-1-yl)-6-fluoro-1H-benzo[d]imidazol-1-yl)-N-methyl-N-((S)-tetrahydrofuran-3-yl)acetamid N[C@@H]1CN(CC[C@H]1F)C1=NC2=C(N1CC(=O)N([C@@H]1COCC1)C)C=C(C=C2)F